(1S,3S,5S)-2-azabicyclo[3.1.0]hexane-3-carboxamide mesylate S(C)(=O)(=O)O.[C@H]12N[C@@H](C[C@@H]2C1)C(=O)N